5-bromo-2-methoxy-2,3-dihydro-1H-indene BrC=1C=C2CC(CC2=CC1)OC